N-(4-((R)-2-(2-cyclopropylpyrimidin-5-yl)propyl)-6-(((R)-1-hydroxy-4-methylpent-2-yl)amino)-1,3,5-triazin-2-yl)methanesulfonamide C1(CC1)C1=NC=C(C=N1)[C@@H](CC1=NC(=NC(=N1)N[C@@H](CO)CC(C)C)NS(=O)(=O)C)C